methyl (1R,2S,5S)-3-[(2S)-2-(ethylsulfonylamino)-3,3-dimethyl-butanoyl]-6,6-dimethyl-3-azabicyclo[3.1.0]hexane-2-carboxylate C(C)S(=O)(=O)N[C@H](C(=O)N1[C@@H]([C@H]2C([C@H]2C1)(C)C)C(=O)OC)C(C)(C)C